ClC1=C(OC2=CC=CC3=C2NC(=NS3(=O)=O)NCC=3C=NC=CC3C)C=CC=C1 5-(2-chlorophenoxy)-3-(((4-methylpyridin-3-yl)methyl)amino)-4H-benzo[e][1,2,4]thiadiazine 1,1-dioxide